(2-bromo-4-formylphenyl)-2,2-difluoroacetic acid ethyl ester C(C)OC(C(F)(F)C1=C(C=C(C=C1)C=O)Br)=O